O1NN(C=C1)C=1C=C(C=CC1)C1C2=C(C(N(C1)CC1=CC=CC=C1)=O)N(N=C2C(=O)N)C=2C=NN(C2)C(C)C [3-(1,2,3-oxadiazol-3-yl)phenyl]-6-benzyl-1-(1-isopropyl-1H-pyrazol-4-yl)-7-oxo-4,5,6,7-tetrahydro-1H-pyrazolo[3,4-c]pyridine-3-carboxamide